quinoline-1(3H)carboxylate N1(CCCC2=CC=CC=C12)C(=O)[O-]